NC=1C=C(C=CC1C)N1C(C=CC2=CN=C3C(=C12)C=CC(=C3)C3=CC=C(C=C3)NS(=O)(=O)C)=O N-(4-(1-(3-Amino-4-methylphenyl)-2-oxo-1,2-dihydrobenzo[h][1,6]naphthyridin-8-yl)phenyl)methanesulfonamide